ClC1=NC=C(C(=C1)NC1CCC(CC1)O)C#CC1=CC=C(C=C1)CN1CCN(CC1)C 4-((2-chloro-5-((4-((4-methylpiperazin-1-yl)methyl)phenyl)ethynyl)pyridin-4-yl)amino)cyclohexan-1-ol